N-(2-(4-(4-Cyanophenyl)piperazin-1-yl)pyrimidin-5-yl)-4-methoxybenzamid C(#N)C1=CC=C(C=C1)N1CCN(CC1)C1=NC=C(C=N1)NC(C1=CC=C(C=C1)OC)=O